1-(4-{[(1S)-5-[2-(2-aminopyridin-3-yl)-5-(2-methyl-1,2,3-triazol-4-yl)imidazo[4,5-b]pyridin-3-yl]-2,3-dihydro-1H-inden-1-yl]amino}piperidin-1-yl)prop-2-en-1-one NC1=NC=CC=C1C1=NC=2C(=NC(=CC2)C2=NN(N=C2)C)N1C=1C=C2CC[C@@H](C2=CC1)NC1CCN(CC1)C(C=C)=O